NC1=C(CN[C@@H]2CC[C@H](CC2)O)C=C(C=C1Br)Br trans-4-((2-amino-3,5-dibromobenzyl)amino)cyclohexanol